N-[(8-nitronaphthalen-1-yl)sulfonyl]acetamide [N+](=O)([O-])C=1C=CC=C2C=CC=C(C12)S(=O)(=O)NC(C)=O